(+-)-4-[4-(2-amino-6-methyl-pyrimidin-4-yl)-1,4-oxazepan-3-yl]indol-2-one NC1=NC(=CC(=N1)N1[C@@H](COCCC1)C=1C2=CC(N=C2C=CC1)=O)C |r|